n-ethyl-dodecahydrocarbazole C(C)N1C2CCCCC2C2CCCCC12